Isodecyl Erucate C(CCCCCCCCCCC\C=C/CCCCCCCC)(=O)OCCCCCCCC(C)C